C([2H])([2H])([2H])N ((2H3)Methyl)amine